C(C)(C)(C)C1=CC=C(C=C1)C(C(CC(C(=O)OCC)F)C1=CC=C(C=C1)Cl)=O Ethyl 5-(4-(tert-butyl) phenyl)-4-(4-chlorophenyl)-2-fluoro-5-oxopentanoate